N-(1-(6-chloropyridin-3-yl)ethyl)-3,3-difluorocyclobutanamine ClC1=CC=C(C=N1)C(C)NC1CC(C1)(F)F